C(C)OC(=O)C1C(CN(CC1)C(=O)OC(C)(C)C)C1=CC(=CC=C1)C(=O)O 3-(3-carboxy-phenyl)-piperidine-1,4-dicarboxylic acid 1-tert-butyl 4-ethyl ester